BrC1=C(C=C(C(=O)OC)C=C1OC)OC methyl 4-bromo-3,5-dimethoxybenzoate